N2,N2,N6,N6-tetrakis(2-methoxyethyl)-4-(4-methoxypiperidin-1-yl)-8-(3-methylpyrrolidin-1-yl)pyrimido[5,4-d]pyrimidine-2,6-diamine COCCN(C=1N=C(C2=C(N1)C(=NC(=N2)N(CCOC)CCOC)N2CC(CC2)C)N2CCC(CC2)OC)CCOC